C1(=CC=CC2=CC=CC=C12)N=C=S alpha-naphthylisothiocyanate